ClC=1C(=C(C(=O)N(C)C)C=C(N1)N(C)C1CCCC1)C=O 2-Chloro-6-(cyclopentyl(methyl)amino)-3-formyl-N,N-dimethylisonicotinamide